[6-(3-cyclopropyl-1,2,4-triazol-1-yl)-2-azaspiro[3.3]heptan-2-yl]-[6-[[4-(trifluoromethyl)oxazol-2-yl]methyl]-2,6-diazaspiro[3.3]heptan-2-yl]methanone C1(CC1)C1=NN(C=N1)C1CC2(CN(C2)C(=O)N2CC3(C2)CN(C3)CC=3OC=C(N3)C(F)(F)F)C1